7-(2-thienyl)-1,6-naphthyridin-5-yl-1,3-propanediamine S1C(=CC=C1)C1=NC(=C2C=CC=NC2=C1)C(CCN)N